2-((4-(2-(5-Chloropyridin-2-yl)-2-methylbenzo[d][1,3]dioxan-4-yl)piperidin-1-yl)methyl)-4-ethoxy-1-(((S)-oxetan-2-yl)methyl)-1H-benzo[d]imidazole-6-carboxylic acid ClC=1C=CC(=NC1)C1(OC(C2=C(O1)C=CC=C2)C2CCN(CC2)CC2=NC1=C(N2C[C@H]2OCC2)C=C(C=C1OCC)C(=O)O)C